((5-chloro-6-mercaptoisoquinolin-4-yl)imino)dimethyl-lambda6-Thioketone ClC1=C2C(=CN=CC2=CC=C1S)N=S(C)(C)=C=O